[C@@H]12C([C@@H]3CC[C@@H](C[C@@H]31)C2)=O |&1:2| (±)-(1S,6S,8S)-tricyclo[4.2.1.03,8]Nonane-2-one